BrCC1=C(C=CC(=C1)Cl)C1OCCO1 2-(2-bromomethyl-4-chlorophenyl)-1,3-dioxolan